BrC1OC(OC2=C1C=CC=C2)(C)C2=NC=C(C=C2)Cl 2-(4-bromo-2-methyl-1,3-benzodioxan-2-yl)-5-chloro-pyridine